4-ethoxy-1,3-phenylene diisocyanate C(C)OC1=C(C=C(C=C1)N=C=O)N=C=O